FC1=CC=C(C=C1)C([C@H]1[C@@H]2N(C(C=3N1N=CC(C3OP(=O)(OCC)OCC(=O)OC)=O)=O)CCC2)C2=CC=C(C=C2)F methyl 2-(((((9aR,10S)-10-(bis(4-fluorophenyl)methyl)-3,5-dioxo-3,5,8,9,9a,10-hexahydro-7H-pyrrolo[1',2':4,5]pyrazino[1,2-b]pyridazin-4-yl)oxy)(ethoxy)phosphoryl)oxy)acetate